C(C)(C)(C)OC(=O)N1CC2=CC(=C(C=C2CC1)C1=CC(=C(N1C)C)C(=O)O)C(=O)N1CC2=CC=CC=C2C[C@H]1C 5-[2-(tert-Butoxycarbonyl)-7-{[(3R)-3-methyl-3,4-dihydro-1H-isoquinolin-2-yl]carbonyl}-3,4-dihydro-1H-isoquinolin-6-yl]-1,2-dimethylpyrrole-3-carboxylic acid